FC1(CN(CCOC1)C(=O)C=1C=C2N=C(C=NC2=CC1)C1=CC=2C(N=C1)=NN(C2)C)F (6,6-difluoro-1,4-oxazepan-4-yl)(3-(2-methyl-2H-pyrazolo[3,4-b]pyridin-5-yl)quinoxalin-6-yl)methanone